OCC1CC(C1)N(C(OC(C)(C)C)=O)C1=NC=CC=C1 tert-butyl ((1s,3s)-3-(hydroxymethyl)cyclobutyl)(pyridin-2-yl)carbamate